[K].C(C)OC(C(C1=C(C(=C(C(=C1C(F)(F)F)F)C(F)(F)F)F)F)C#N)=O 2-cyano-2-(2,3,5-trifluoro-4,6-bis(trifluoromethyl)phenyl)acetic acid ethyl ester potassium salt